N1(N=CC=C1)C1=CC=C(C=C1)C1CN(C1)[C@@H]1[C@H](CCCC1)OC=1C=C2CN(C(C2=CC1)=O)C1C(NC(CC1)=O)=O 3-(5-(((1S,2S)-2-(3-(4-(1H-pyrazol-1-yl)phenyl)azetidin-1-yl)cyclohexyl)oxy)-1-oxoisoindolin-2-yl)piperidine-2,6-dione